Bromo-7-fluoro-3-methyl-1,3-benzoxazol-2(3H)-one BrC1=CC=C(C2=C1N(C(O2)=O)C)F